O=C1NC(CC[C@@H]1N1C(C2=CC=C3C(=C2C1)OCC31CCN(CC1)C(=O)C1CCC(CC1)C=O)=O)=O (1R,4s)-4-(7-((S)-2,6-dioxopiperidin-3-yl)-6-oxo-7,8-dihydro-2H,6H-spiro[furo[2,3-e]isoindole-3,4'-piperidine]-1'-carbonyl)cyclohexane-1-carbaldehyde